O=C1N(CC2=CC(=CC=C12)CN1CCN(CC1)CC1=C(C=CC=C1)C1=CN=CS1)C1CNCCC1 3-(1-oxo-5-((4-(2-(thiazol-5-yl)benzyl)piperazin-1-yl)methyl)isoindolin-2-yl)piperidine